(S)-N-((S)-1-cyano-2-(3-fluoro-4'-((4-methylpiperazin-1-yl)methyl)-[1,1'-biphenyl]-4-yl)ethyl)-1,4-oxazepane-2-carboxamide C(#N)[C@H](CC1=C(C=C(C=C1)C1=CC=C(C=C1)CN1CCN(CC1)C)F)NC(=O)[C@H]1OCCCNC1